O[C@@H](C)C=1N(C=CN1)CC1=NOC(=C1)C1=CC=C(C=C1)C#CC1=CC=C(C(=O)O)C=C1 (S)-4-((4-(3-((2-(1-hydroxyethyl)-1H-imidazol-1-yl)methyl)isoxazol-5-yl)phenyl)ethynyl)benzoic acid